1,4-Cyclohexanedione monoethylene ketal C1COC2(CCC(CC2)=O)O1